FC=1C(=NC(=NC1)N[C@H]1[C@@H](COCC1)O)C=1C=C2C(=C(C=NC2=CC1)CN1C[C@H](CC1)F)C(C)C (3S,4R)-4-((5-fluoro-4-(3-(((S)-3-fluoropyrrolidin-1-yl)methyl)-4-isopropylquinolin-6-yl)pyrimidin-2-yl)amino)tetrahydro-2H-pyran-3-ol